C(C)C1=C(C(=NO1)C)B1OC(C(O1)(C)C)(C)C 5-ethyl-3-methyl-4-(4,4,5,5-tetramethyl-1,3,2-dioxaborolan-2-yl)isoxazole